CC1(CC2(CC(N1)(C)C)OC1(CCCCCCCCCCC1)NC2=O)C 2,2,4,4-tetramethyl-7-oxa-3,20-diazadispiro-(5.1.11.2)henicosan-21-one